FC1=C(C(=CC=C1)F)C1=N[C@H](C2=NNC(N2C=2SC=3CCCCCC3C12)=O)C (7S)-9-(2,6-difluorophenyl)-7-methyl-18-thia-2,4,5,8-tetrazatetracyclo[8.8.0.02,6.011,17]octadeca-1(10),5,8,11(17)-tetraen-3-one